CC1=C2CC(=O)OC(C2=CC[C@]3([C@H]1C[C@@]4(C(=C)[C@]3(C(=O)[C@@](C4=O)(C)O)C(=O)OC)C)C)(C)C The molecule is a meroterpenoid found in Penicillium rubrum. It has been shown to exhibit inhibitory activity against caspase-1. It has a role as a cysteine protease inhibitor, an antineoplastic agent and a Penicillium metabolite. It is a cyclic terpene ketone, a meroterpenoid, an organic heterotetracyclic compound, a terpene lactone, a tertiary alcohol, a methyl ester, a beta-diketone and a tertiary alpha-hydroxy ketone.